4-(4-((1R,5S)-3,8-diazabicyclo[3.2.1]octan-3-yl)-2-(2-(methylamino)ethoxy)quinazolin-7-yl)naphthalen-2-ol [C@H]12CN(C[C@H](CC1)N2)C2=NC(=NC1=CC(=CC=C21)C2=CC(=CC1=CC=CC=C21)O)OCCNC